OCCNC=O N-(β-hydroxyethyl)-carboxamide